(6R)-6-({2-[2-(trifluoromethyl)phenyl][1,2,4]triazolo[1,5-c]quinazolin-5-yl}amino)-1,4-diazepan-5-one FC(C1=C(C=CC=C1)C1=NN2C(=NC=3C=CC=CC3C2=N1)N[C@H]1C(NCCNC1)=O)(F)F